(4aR,8aS)-6-[3-(4-tetrahydrofuran-3-ylphenyl)azetidine-1-carbonyl]-4,4a,5,7,8,8a-hexahydropyrido[4,3-b][1,4]oxazin-3-one O1CC(CC1)C1=CC=C(C=C1)C1CN(C1)C(=O)N1C[C@@H]2[C@@H](OCC(N2)=O)CC1